(S)-N-benzyl-serine methyl ester COC([C@@H](NCC1=CC=CC=C1)CO)=O